C(C=C)(=O)OCCC(C)O 3-hydroxy-butyl acrylate